5-(2-acetamidoimidazo[1,2-b]pyridazin-6-yl)-N-(2-fluoro-5-methoxybenzyl)-2,6-dimethylnicotinamide C(C)(=O)NC=1N=C2N(N=C(C=C2)C=2C(=NC(=C(C(=O)NCC3=C(C=CC(=C3)OC)F)C2)C)C)C1